1-{[(2S,3R)-4,4-difluoro-3-(methoxymethyl)-5-oxopyrrolidin-2-yl]methoxy}-7-methoxyisoquinoline-6-carboxamide FC1([C@H]([C@H](NC1=O)COC1=NC=CC2=CC(=C(C=C12)OC)C(=O)N)COC)F